C1CCC=2CC3=CC=CC3=CC12 trihydro-s-indacen